C(C)N(S(=O)(=O)NC=1C(=C(C(=O)C2=CNC3=NC=CC=C32)C(=CC1)F)F)C 3-[3-[[ethyl(methyl)sulfamoyl]amino]-2,6-difluoro-benzoyl]-1H-pyrrolo[2,3-b]pyridine